8-(1-(1-cyclohexyloxy)ethoxycarbonyl)-tetracyclo[4.4.0.12,5.17,10]-3-dodecene C1(CCCCC1)OC(C)OC(=O)C1C2C3C4C=CC(C3C(C1)C2)C4